CC1(OCC([C@@H](O1)C(=O)N\C=C/C(=O)OC1=C(C(=C(C(=C1F)F)F)F)F)(C)C)C Perfluorophenyl (R,Z)-3-(2,2,5,5-tetramethyl-1,3-dioxane-4-carboxamido)acrylate